tert-butyl (S)-(1-cyano-2-(2-fluoro-4-(3-(methyl-d3)-2-oxo-2,3-dihydrobenzo[d]oxazol-5-yl)phenyl)ethyl)carbamate C(#N)[C@H](CC1=C(C=C(C=C1)C=1C=CC2=C(N(C(O2)=O)C([2H])([2H])[2H])C1)F)NC(OC(C)(C)C)=O